tert-butyl (R)-piperazine-2-carboxylate N1[C@H](CNCC1)C(=O)OC(C)(C)C